F[C@H]1[C@@H]([C@H]2CN([C@@]1(C2)C)C)N(C2=NN=C(S2)C2=C(C=C(C=C2)N2C=NC=C2)O)C 2-(5-(((1R,4R,5R,6S)-6-fluoro-1,2-dimethyl-2-azabicyclo[2.2.1]heptan-5-yl)(methyl)amino)-1,3,4-thiadiazol-2-yl)-5-(1H-imidazol-1-yl)phenol